ClCC(=O)C1=NN(C=C1)C1CC1 2-chloro-1-(1-cyclopropylpyrazol-3-yl)ethanone